[Li+].C(C=C)(=O)OCCS(=O)(=O)[O-] 2-sulfoethyl acrylate lithium salt